CCC(CCCCC)C(C(C(C(=O)[O-])(C(CC)CCCCC)C(CC)CCCCC)(O)C(=O)[O-])C(=O)[O-] Tri(3-octyl)citrat